4-(6-Chloroimidazo[1,5-a]pyrazin-3-yl)-N-(3-(2-oxopyrrolidin-1-yl)propyl)benzamide ClC=1N=CC=2N(C1)C(=NC2)C2=CC=C(C(=O)NCCCN1C(CCC1)=O)C=C2